2-bromo-6-(2-(trifluoromethyl)benzoyl)aniline BrC1=C(N)C(=CC=C1)C(C1=C(C=CC=C1)C(F)(F)F)=O